(2,2,2-trifluoroethyl)propan-2-amine FC(CCC(C)N)(F)F